Cl.Cl.Cl.Cl.C(C=1C(C(=O)O)=CC=CC1)(=O)O phthalic acid tetrahydrochloride